2-[(1S)-1-(benzyloxymethyl)pent-4-enyl]isoindoline-1,3-dione C(C1=CC=CC=C1)OC[C@H](CCC=C)N1C(C2=CC=CC=C2C1=O)=O